1-(7-((2-((2-Methoxy-4-(4-(4-methylbenzyl)piperazin-1-yl)phenyl)amino)pyridin-4-yl)amino)indolin-1-yl)ethan-1-one COC1=C(C=CC(=C1)N1CCN(CC1)CC1=CC=C(C=C1)C)NC1=NC=CC(=C1)NC=1C=CC=C2CCN(C12)C(C)=O